[Na].[Eu] europium sodium salt